ethyl (11S)-13-(2,6-difluorophenyl)-11-methyl-10-thioxo-7-thia-9,12-diazatricyclo[6.5.0.02,6]trideca-1(8),2(6),12-triene-4-carboxylate FC1=C(C(=CC=C1)F)C1=N[C@H](C(NC=2SC=3CC(CC3C12)C(=O)OCC)=S)C